BrC=1C=2C=C3N(C2C(=C(C1)Cl)Cl)CCC3(C(=O)OCC)C(=O)OCC Diethyl 8-bromo-5,6-dichloro-2,3-dihydro-1H-pyrrolo[1,2-a]indole-1,1-dicarboxylate